5-(3-Methanesulfonylphenyl)thiophen-2-amine CS(=O)(=O)C=1C=C(C=CC1)C1=CC=C(S1)N